2,7-dihydroxybenzothiophene OC=1SC2=C(C1)C=CC=C2O